ClC1=C(C=CC=C1)N1C(N=C(C2=CC=C(C=C12)C1CC1)NCCO)=O 1-(2-Chlorophenyl)-7-cyclopropyl-4-((2-hydroxyethyl)amino)quinazolin-2(1H)-one